BrC=1N=COC1 4-bromo-1,3-oxazole